C(CC)OC(C)O[C@@H]1C(C(CC=C1C)C)C (6R)-6-(1-propoxyethoxy)-1,4,5-trimethyl-cyclohexene